C(C)(C)(C)C=1C=C(C=C(C1O)C(C)(C)C)CCC(=O)O β-(3,5-di-tert-butyl-4-hydroxyphenyl)propanoic acid